N1(CCCC1)C\C=C/C1=C(C=CC(=C1)F)S(=O)(=O)NC1=CC=C2[C@@H]3[C@H](COC2=C1C(=O)O)C3 (1aR,7bS)-5-{2-[(Z)-3-(pyrrolidin-1-yl)prop-1-enyl]-4-fluorobenzenesulfonyl-amino}-1,1a,2,7b-tetrahydro-cyclopropa[c]chromene-4-carboxylic acid